ClC=1C=C2C(=NC(=NC2=C(C1C1=CC(=CC2=CC=CC(=C12)F)O)F)OC[C@H]1N(CCC1)C)N1CC2CCC(C1)N2 4-(6-chloro-4-{3,8-diazabicyclo[3.2.1]octan-3-yl}-8-fluoro-2-{[(2S)-1-methylpyrrolidin-2-yl]methoxy}quinazolin-7-yl)-5-fluoronaphthalen-2-ol